CCCCCCCCCCCCCCCCCCCCCCCCCC(=O)N[C@@H](COP(=O)([O-])OCC[N+](C)(C)C)[C@@H](/C=C/CCCCCCCCCCCCC)O The molecule is a sphingomyelin d18:1 in which the ceramide N-acyl group is specified as hexacosanoyl. It has a role as a mouse metabolite. It is a sphingomyelin 44:1 and a sphingomyelin d18:1. It derives from a hexacosanoic acid.